ClC1=CC(=C(C=C1)C1=CC=C(C=C1)C(=O)O)OC 4'-chloro-2'-methoxy-[1,1'-biphenyl]-4-carboxylic acid